3-fluorooxan FC1COCCC1